2-methyl-6-[1-oxo-2-(4-piperidyl)-6-isoquinolyl]imidazo[1,2-b]pyridazine-8-carboxamide ethyl-6-(1-hydroxyethyl)-4-methylnicotinate C(C)OC(C1=CN=C(C=C1C)C(C)O)=O.CC=1N=C2N(N=C(C=C2C(=O)N)C=2C=C3C=CN(C(C3=CC2)=O)C2CCNCC2)C1